ClC=1C=CC2=C(N(C3=C(CC2)C=CC=C3)CCCNC/C=C/C(=O)O)C1 (E)-4-[3-(3-chloro-10,11-dihydro-5H-dibenzo[b,f]azepin-5-yl)propylamino]but-2-enoic acid